N-(1-methyl-1H-tetrazol-5-yl)-2-(((2-oxooxazolidin-5-yl)methoxy)methyl)-6-(trifluoromethyl)nicotinamide CN1N=NN=C1NC(C1=C(N=C(C=C1)C(F)(F)F)COCC1CNC(O1)=O)=O